(4-(2,4-Dioxotetrahydropyrimidin-1(2H)-yl)phenyl)pyrrolidine-3-carbaldehyde O=C1N(CCC(N1)=O)C1=CC=C(C=C1)N1CC(CC1)C=O